(R)-3-(4-amino-(4-phenoxyphenyl)-1H-pyrazolo[3,4-d]pyrimidin-1-yl)piperidine NC1=C2C(=NC=N1)N(N=C2C2=CC=C(C=C2)OC2=CC=CC=C2)[C@H]2CNCCC2